C(=O)O.N[C@H](CC1=C(C=2N=C(N=C(C2S1)NCC=1OC=CC1)Cl)C1=CC=C(C=C1)OC)C 6-[(2S)-2-aminopropyl]-2-chloro-N-[(furan-2-yl)methyl]-7-(4-methoxyphenyl)thieno[3,2-d]pyrimidin-4-amine formate